CC12[C@@H](C[C@H](CC1)C2(C)C)CC(=O)O.C(C)(=O)OC2C1(CCC(C2)C1(C)C)C bornyl acetate ((2S,4S)-1,7,7-trimethyl-bicyclo[2.2.1]heptan-2-yl acetate)